5-(8-chloro-2-methylimidazo[1,2-a]pyridin-6-yl)-7-fluoro-2-(piperidin-4-yl)-2H-indazole hydrochloride Cl.ClC=1C=2N(C=C(C1)C1=CC3=CN(N=C3C(=C1)F)C1CCNCC1)C=C(N2)C